N-(4-methyl-3-(7'-oxo-2'-((1-(2,2,2-trifluoroethyl)-1H-pyrazol-4-yl)amino)-5'H-spiro[cyclopropane-1,8'-pyrido[4,3-d]pyrimidine]-6'(7'H)-yl)phenyl)-3-(trifluoromethyl)benzamide CC1=C(C=C(C=C1)NC(C1=CC(=CC=C1)C(F)(F)F)=O)N1CC2=C(N=C(N=C2)NC=2C=NN(C2)CC(F)(F)F)C2(C1=O)CC2